C(=C)B([O-])[O-] (E)-vinylboronate